COC(=O)[C@H]1N(C(CC1)C1=C(C=C(C=C1CC)CC)CC)C(C1=CC=CC=C1)=O (2S)-1-benzoyl-5-(2,4,6-triethylphenyl)pyrrolidine-2-carboxylic acid methyl ester